1,3-dichloro-4-methylbenzene ClC1=CC(=C(C=C1)C)Cl